CC1=CC=CC(=N1)C1=NNC=C1C=1N=C2C=C(C=NC2=CC1)N1CCN(CC1)C1(CCCC1)C(=O)N 1-[4-[6-[3-(6-methyl-2-pyridyl)-1H-pyrazol-4-yl]-1,5-naphthyridin-3-yl]piperazin-1-yl]cyclopentanecarboxamide